CC(C(=O)OC)C methyl (2-methylpropionate)